N(=[N+]=[N-])[C@H]1C[C@H](N(C1)S(=O)(=O)C1=C(C=CC=C1)[N+](=O)[O-])C(=O)N(C)CCOCCN(C(OC(C)(C)C)=O)C tert-butyl (2-(2-((2S,4S)-4-azido-N-methyl-1-((2-nitrophenyl)sulfonyl)pyrrolidine-2-carboxamido)ethoxy)ethyl)(methyl)carbamate